(S)-6-methyl-3-(((R)-1,1,1-trifluoropropan-2-yl)carbamoyl)-6,7-dihydropyrazolo[1,5-a]pyrazine-5(4H)-carboxylic acid tert-butyl ester C(C)(C)(C)OC(=O)N1CC=2N(C[C@@H]1C)N=CC2C(N[C@@H](C(F)(F)F)C)=O